8-chloro-2-(3-iodophenyl)-1,7-naphthyridine ClC=1N=CC=C2C=CC(=NC12)C1=CC(=CC=C1)I